N-[(1S)-1-[[2-chloro-5-[2-(2-oxa-7-azaspiro[3.4]octan-7-yl)pyrimidin-4-yl]phenyl]methyl]-2-[4-(3,5-dimethyl-1H-pyrazol-4-yl)anilino]-2-oxo-ethyl]-1-fluoro-cyclopropanecarboxamide ClC1=C(C=C(C=C1)C1=NC(=NC=C1)N1CCC2(COC2)C1)C[C@@H](C(=O)NC1=CC=C(C=C1)C=1C(=NNC1C)C)NC(=O)C1(CC1)F